4-((3-bromo-2-phenyl-7-((tetrahydro-2H-pyran-4-yl)amino)-1H-indol-5-yl)methyl)thiomorpholine-1,1-dioxide BrC1=C(NC2=C(C=C(C=C12)CN1CCS(CC1)(=O)=O)NC1CCOCC1)C1=CC=CC=C1